1-benzyl-5-methoxy-3-((2-methyl-[1,1'-biphenyl]-3-yl)methyl)-1H-indole C(C1=CC=CC=C1)N1C=C(C2=CC(=CC=C12)OC)CC=1C(=C(C=CC1)C1=CC=CC=C1)C